2-(3,5-dichloro-4-(3-(2-chloropyridin-4-yl)-4-hydroxybenzyl)phenoxy)acetic acid ClC=1C=C(OCC(=O)O)C=C(C1CC1=CC(=C(C=C1)O)C1=CC(=NC=C1)Cl)Cl